trifluoro-2-hydroxypropanamide FC(C(C(=O)N)O)(F)F